2-amino-9-((2R,3S,4S,5R)-4-fluoro-3-hydroxy-5-(hydroxymethyl)tetrahydrofuran-2-yl)-7-(prop-2-yn-1-yl)-7,9-dihydro-8H-purin-8-one NC1=NC=C2N(C(N(C2=N1)[C@@H]1O[C@@H]([C@H]([C@H]1O)F)CO)=O)CC#C